ClC=1C(=NC=C(C1)Cl)C(=O)O 3,5-dichloro-2-pyridinecarboxylic acid